ClC1=CC(=C2C(=N1)C=NN2C)Cl 5,7-dichloro-1-methyl-1H-pyrazolo[4,3-b]pyridine